N-[(1'S,14R)-6,19-difluorospiro[8,12-dioxa-21-azatetracyclo[14.3.1.110,13.02,7]henicosa-1(20),2,4,6,10,13(21),16,18-octaene-14,3'-cyclopentane]-1'-yl]-1,1-difluoro-methanesulfonamide FC=1C=CC=C2C=3C(=CC=C(C[C@]4(C[C@H](CC4)NS(=O)(=O)C(F)F)C=4OC=C(COC12)N4)C3)F